propan-2-yl 2-(2-methoxy-4-{6-oxo-2H,4H,5H,6H,7H-pyrazolo[3,4-b]pyridin-4-yl}phenoxymethyl)benzoate COC1=C(OCC2=C(C(=O)OC(C)C)C=CC=C2)C=CC(=C1)C1C=2C(NC(C1)=O)=NNC2